F[C@H]1C[C@H](N2N=C(N=C21)C=O)C2=CC=CC=C2 ((5S,7S)-7-fluoro-5-phenyl-6,7-dihydro-5H-pyrrolo[1,2-b][1,2,4]triazol-2-yl)methanone